N-(5-chloro-6-(2H-1,2,3-triazol-2-yl)pyridin-3-yl)-2-cyano-8-methyl-8-(trifluoromethyl)-7,8-dihydro-6H-pyrazolo[1,5-a]pyrrolo[2,3-e]pyrimidine-6-carboxamide ClC=1C=C(C=NC1N1N=CC=N1)NC(=O)N1CC(C2=C1C=NC=1N2N=C(C1)C#N)(C(F)(F)F)C